ClC1=C(NC=C1)C(=O)O 3-CHLORO-1H-PYRROLE-2-CARBOXYLIC ACID